1-nitroso-4-cyanomethyl-azepane N(=O)N1CCC(CCC1)CC#N